C(#N)C=1C2=C(SC1NC(OC(C)(C)C)=O)C=CC(=C2C=2C1=C(C=3C=NC(=NC3C2F)N2C[C@H]([C@@H](C2)O)N(C)C)COC1)F |o1:32,33| rel-tert-Butyl (3-cyano-4-(3-((3R,4R)-3-(dimethylamino)-4-hydroxypyrrolidin-1-yl)-5-fluoro-7,9-dihydrofuro[3,4-f]quinazolin-6-yl)-5-fluorobenzo[b]thiophen-2-yl)carbamate